F[C@]1(CN(CC[C@H]1O)C1=NC=CC(=N1)NC=1N=CC2=C(C=CC(=C2C1)C(C)C)C1=NNC(=N1)C)C (3S,4R)-3-fluoro-1-(4-((5-isopropyl-8-(5-methyl-1H-1,2,4-triazol-3-yl)isoquinolin-3-yl)amino)pyrimidin-2-yl)-3-methylpiperidin-4-ol